ClC=1C(=NC=CC1)N1CCC(CC1)OC[C@@H]1N(CCC[C@@H]1NS(=O)(=O)C)C(=O)OC methyl cis-2-(((1-(3-chloropyridin-2-yl)piperidin-4-yl)oxy)methyl)-3-((methylsulfonyl)amino)piperidine-1-carboxylate